C1=CC=CC=2C3=CC=CC=C3C(C12)COC(=O)N[C@H](C(=O)O)CC1=C(C=CC(=C1)Cl)Br (S)-2-((((9H-fluoren-9-yl)methoxy)carbonyl)amino)-3-(2-bromo-5-chlorophenyl)propanoic acid